1-bromo-3-((tert-butyldimethylsilyl)oxy)propan-2-ol BrCC(CO[Si](C)(C)C(C)(C)C)O